CC1=CC=C(C(=O)OC2=CC(=CC(=C2)C=NC2=C(C(=CC=C2)Cl)Cl)Cl)C=C1 3-chloro-5-((2,3-dichloro-phenylimino)meth-yl)phenyl 4-methylbenzoate